C(C(C)(C)C)C=1C=C(C=C(C1O)CC(C)(C)C)CCC(=O)OCC(COC(CCC1=CC(=C(C(=C1)CC(C)(C)C)O)CC(C)(C)C)=O)(COC(CCC1=CC(=C(C(=C1)CC(C)(C)C)O)CC(C)(C)C)=O)COC(CCC1=CC(=C(C(=C1)CC(C)(C)C)O)CC(C)(C)C)=O pentaerythritol tetrakis(3-(3,5-di-neopentyl-4-hydroxyphenyl)propionate)